C1(=C(C=CC2=CC=CC=C12)OC1=C(C=C(C=C1)CO)C1=CC=CC2=CC=CC=C12)C1=C(C=CC2=CC=CC=C12)OC1=C(C=C(C=C1)CO)C1=CC=CC2=CC=CC=C12 ([1,1'-binaphthalene]-2,2'-diylbis{oxy[3-(naphthalen-1-yl)-4,1-phenylene]})dimethanol